2-chloro-4-fluoro-5-(piperidin-4-ylethynyl)pyridine hydrochloride Cl.ClC1=NC=C(C(=C1)F)C#CC1CCNCC1